C[Si](NC(C(F)(F)F)=O)(C)C N-(trimethylsilyl)trifluoroacetamide